NCCCC1=C(C=CC=C1)CCCN Bis(aminopropyl)benzol